cyclopentyl-pyran C1(CCCC1)C1OC=CC=C1